N-(4-chlorophenyl)-N-methyl-5-(4-(trifluoromethyl)phenyl)oxazole-2-carboxamide ClC1=CC=C(C=C1)N(C(=O)C=1OC(=CN1)C1=CC=C(C=C1)C(F)(F)F)C